C(C1=CC=CC=C1)OC1=NC(=CC=C1C1=NN(C2=C(C=CC=C12)C=1CCN(CC1)C(=O)OC(C)(C)C)C)OCC1=CC=CC=C1 1-Tert-butyl 4-[3-(2,6-dibenzyloxy-3-pyridyl)-1-methyl-indazol-7-yl]-3,6-dihydro-2H-pyridine-1-carboxylate